O[C@H]1[C@@H]([C@H]([C@H](C1)O)C\C=C/CCCC(=O)OC=1C(=NC=C(C1COC(NCC#C)=O)COC(NCC#C)=O)C)CC[C@H](CCC1=CC=CC=C1)O 2-methyl-4,5-bis(((prop-2-yn-1-ylcarbamoyl)oxy)methyl)pyridin-3-yl (Z)-7-((1R,2R,3R,5S)-3,5-dihydroxy-2-((R)-3-hydroxy-5-phenylpentyl)cyclopentyl)hept-5-enoate